FC(CCC(=O)NC1(CNC1)C1=NC=CC=C1)(F)F 4,4,4-trifluoro-N-(3-(pyridin-2-yl)azetidin-3-yl)butanamide